C(C)(=O)[Si]1(C[Si](C1)(C)C(C)=O)C 1,3-diacetyl-1,3-dimethyl-1,3-disilacyclobutane